3-(1H-1,2,3-triazol-1-yl)benzenesulfonamide N1(N=NC=C1)C=1C=C(C=CC1)S(=O)(=O)N